FC(C1CCC(CC1)N1CC(N(C2(CN(C2)C(=O)OC(C)(C)C)C1=O)CC1=CC=C(C=C1)C(F)(F)F)=O)F tert-butyl 8-((1r,4r)-4-(difluoromethyl)cyclohexyl)-6,9-dioxo-5-(4-(trifluoromethyl)benzyl)-2,5,8-triazaspiro[3.5]nonane-2-carboxylate